dimethyl-3,5-dimethyl-4-hydroxyphenylsulfonium hexafluoroantimonate F[Sb-](F)(F)(F)(F)F.C[S+](C1=CC(=C(C(=C1)C)O)C)C